ClC1=CC=C(C=C1)SCC(=O)O 2-(4-Chlorophenylthio)acetic acid